C(C)OC(CNCC1=CC=C(C=C1)N1N=C(C=C1C)C(F)(F)F)=O (4-(5-Methyl-3-(trifluoromethyl)-1H-pyrazol-1-yl)benzyl)glycine ethyl ester